N-(2-((R)-4-cyanoPhenyl-thiazolidin-3-yl)-2-oxoethyl)-quinoline-4-carboxamide C(#N)C1=CC=C(C=C1)[C@H]1SCCN1C(CNC(=O)C1=CC=NC2=CC=CC=C12)=O